5-(methylsulfonyl)-N-(3-(trifluoromethyl)bicyclo[1.1.1]pentan-1-yl)benzamide CS(=O)(=O)C=1C=CC=C(C(=O)NC23CC(C2)(C3)C(F)(F)F)C1